ClC=1C(=C(C=CC1)O)C1=CC(=NO1)C(F)F 3-chloro-2-[3-(difluoromethyl)-5-isoxazolyl]-phenol